2-hydroxy-N-((5-(2-((2-methyl-6-(trifluoromethyl)pyrido[2,3-d]pyrimidin-4-yl)thio)acetyl)thiophen-2-yl)methyl)acetamide OCC(=O)NCC=1SC(=CC1)C(CSC=1C2=C(N=C(N1)C)N=CC(=C2)C(F)(F)F)=O